2-[4-[3-(3,5-dimethylpyrazol-1-yl)-6-oxopyridazin-1-yl]piperidin-1-yl]-7,8-dihydro-5H-pyrano[4,3-b]pyridine-3-carbonitrile CC1=NN(C(=C1)C)C1=NN(C(C=C1)=O)C1CCN(CC1)C1=C(C=C2C(=N1)CCOC2)C#N